mono-suberyl phenyl phosphate P1(=O)(OC(CCCCCCC(=O)O1)=O)OC1=CC=CC=C1